carbonyldiimidazole, dimethoxy-1,3,5-triazinylmethyl-morpholinium salt COC1[N+](CCOC1)(CC1=NC=NC=N1)OC.C(=O)(N1C=NC=C1)N1C=NC=C1